(R)-2-methyl-2,3-dihydro-[1,4]dioxino[2,3-b]pyridin-7-amine C[C@H]1OC=2C(=NC=C(C2)N)OC1